COC(=O)C\C=C\CN(C(=O)C=1C(=NC(=NC1)OC)NC1=CC=CC=C1)CC1=CC=CC=C1 (E)-4-(N-benzyl-2-methoxy-4-anilinopyrimidine-5-carboxamido)-2-butenecarboxylic acid methyl ester